COC1=CC=C(CN(C2=NC=C(C=N2)C2C(C2)C)CC2=CC=C(C=C2)OC)C=C1 N,N-bis(4-methoxybenzyl)-5-(2-methylcyclopropyl)pyrimidin-2-amine